COC=1C=C(C=CC1OC)C1=NN2C(C(=CC(=C2)C2CC3CCC(C2)N3C3CCN(CC3)C(C)C)C)=N1 2-(3,4-dimethoxyphenyl)-6-(8-(1-isopropylpiperidin-4-yl)-8-azabicyclo[3.2.1]oct-3-yl)-8-methyl-[1,2,4]triazolo[1,5-a]pyridine